C(C)(C)(C)OC(=O)NC=1C=C(C=CC1)/C(=C/C(=O)OCC)/C(F)F ethyl (2Z)-3-[3-[(tert-butoxycarbonyl)amino]phenyl]-4,4-di-fluorobut-2-enoate